2-amino-2-[5-fluoro-2-(methoxymethoxy) phenyl]Ethyl acetate C(C)(=O)OCC(C1=C(C=CC(=C1)F)OCOC)N